(7R,14S)-dihydroxy-(4Z,8E,10E,12Z,16Z,19Z)-docosahexaenoic acid CC/C=C\C/C=C\C[C@@H](/C=C\C=C\C=C\[C@@H](C/C=C\CCC(=O)O)O)O